C(#N)C1=CC(=C(COC=2C=C(OC3CCN(CC3)CC3=NC4=C(N3C[C@H]3OCC3)C=C(C=C4)C(=O)OC)C=CC2)C=C1)F methyl (S)-2-((4-(3-((4-cyano-2-fluorobenzyl)oxy)phenoxy)piperidin-1-yl)methyl)-1-(oxetan-2-ylmethyl)-1H-benzo[d]imidazole-6-carboxylate